ClC1=C(C=C(OCC(=O)NC23CC(C2)(C3)C(=O)NC3=NC=C(C=C3)C(F)F)C=C1)F 3-[2-(4-chloro-3-fluorophenoxy)acetamido]-N-[5-(difluoromethyl)pyridin-2-yl]bicyclo[1.1.1]pentane-1-carboxamide